(S)-1-(2,6-dimethylpyridin-4-yl)-3-(isoquinolin-4-yl)-2-oxoimidazolidine-4-carbonitrile CC1=NC(=CC(=C1)N1C(N([C@@H](C1)C#N)C1=CN=CC2=CC=CC=C12)=O)C